C(C)N1CCC(CC1)CN 1-ethyl-4-piperidylmethylamine